bis(2-{bis(4-methoxybenzyl)aminocarbonyloxy} ethyl)3,5-pyridinedicarboxylate COC1=CC=C(CN(C(=O)OCCOC(=O)C=2C=NC=C(C2)C(=O)OCCOC(=O)N(CC2=CC=C(C=C2)OC)CC2=CC=C(C=C2)OC)CC2=CC=C(C=C2)OC)C=C1